isotridecanoic acid C(CCCCCCCCCC(C)C)(=O)O